ClC=1C=CC(=C(NCCC[Si](OCC)(OCC)OCC)C1)OC1=C(C=C(C=C1)Cl)Cl 5-chloro-2-(2,4-dichlorophenoxy)-N-(3-(triethoxysilyl)propyl)aniline